tert-butyl 2-[2-[2-(2,2-dimethylpropanoyl)hydrazino]-7-morpholino-4-oxo-pyrido[3,2-d]pyrimidin-1-yl]acetate CC(C(=O)NNC1=NC(C2=C(N1CC(=O)OC(C)(C)C)C=C(C=N2)N2CCOCC2)=O)(C)C